Cl.NC\C=C(\CN1C=NC2=C1C=C(C=C2C2=CC(=CC=C2)S(=O)(=O)CC)C(=O)OC)/F methyl (Z)-1-(4-amino-2-fluorobut-2-en-1-yl)-4-(3-(ethylsulfonyl)phenyl)-1H-benzo[d]imidazol-6-carboxylate hydrochloride